N1=CC=C(C=C1)COC1=C2C(=NC(=C1)C1=CNC3=CN=C(C=C31)NC(C)=O)C3(OCC2)COCC3 N-(3-(4'-(pyridin-4-ylmethoxy)-4,5,5',6'-tetrahydro-2H-spiro[furan-3,8'-pyrano[3,4-b]pyridin]-2'-yl)-1H-pyrrolo[2,3-c]pyridine-5-yl)acetamide